COC(=O)C1CN(CCC1)C1=CC=CC=C1 phenylpiperidine-3-carboxylic acid methyl ester